C(C)(C)(C)OC(=O)N1[C@H](C[C@H](C1)OC1=NC=C(C=C1)Br)C (2s,4r)-4-((5-bromopyridin-2-yl)oxy)-2-methylpyrrolidine-1-carboxylic acid tert-butyl ester